ClC=1C=C(NCCOCCCNC(OC(C)(C)C)=O)C=CC1F tert-butyl N-[3-[2-(3-chloro-4-fluoro-anilino)ethoxy]propyl]carbamate